(S)-2-amino-3-(4-((4-(cyclopropylamino)-5-(trifluoromethyl)pyrimidin-2-yl)amino)-3-methyl-1H-pyrazol-1-yl)propionic acid N[C@H](C(=O)O)CN1N=C(C(=C1)NC1=NC=C(C(=N1)NC1CC1)C(F)(F)F)C